4-HYDROXYQUINOLINE-8-CARBOXALDEHYDE OC1=CC=NC2=C(C=CC=C12)C=O